tert-butyl N-[(3R)-1-[7-({8-fluoro-2-methylimidazo[1,2-a]pyridin-6-yl} carbamoyl)-2-methylindazol-4-yl] pyrrolidin-3-yl]-N-isopropylcarbamate FC=1C=2N(C=C(C1)NC(=O)C1=CC=C(C3=CN(N=C13)C)N1C[C@@H](CC1)N(C(OC(C)(C)C)=O)C(C)C)C=C(N2)C